OCC1=C(C=C(C=C1)NC(=O)[C@H](C)NC(OC(C)(C)C)=O)C tert-butyl N-[(1S)-1-{[4-(hydroxymethyl)-3-methylphenyl]carbamoyl}ethyl]carbamate